((3-fluoro-4-(piperazin-1-yl)phenyl)amino)piperidine-2,6-dione FC=1C=C(C=CC1N1CCNCC1)NN1C(CCCC1=O)=O